CSCC1CNC(O1)=O 5-methylthiomethyl-2-oxazolidinone